BrCCCCCCCCCCCCCCC=CCCOCOCOCCC=CCCCCCCCCCCCCCCBr 18-bromo-3-octadecenyloxymethyl ether